3-(5-((3ar,6as)-hexahydropyrrolo[3,4-c]pyrrol-2(1H)-yl)-1-oxo-isoindolin-2-yl)piperidine-2,6-dione C1N(C[C@@H]2[C@H]1CNC2)C=2C=C1CN(C(C1=CC2)=O)C2C(NC(CC2)=O)=O